1-(4-(4,4,5,5-Tetramethyl-1,3,2-dioxaborolan-2-yl)-3,6-dihydropyridin-1(2H)-yl)ethan-1-one CC1(OB(OC1(C)C)C=1CCN(CC1)C(C)=O)C